P(=O)(O)(O)OCC(C)(C)N 2-amino-2-methyl-1-propanol phosphate